N1CC(OCC1)COC=1C=CC=2N(C1)N=CC2C#N 6-(morpholin-2-ylmethoxy)pyrazolo[1,5-a]Pyridine-3-carbonitrile